5-chloro-2-(4-fluoro-2-methylphenoxy)-N-(4-fluoro-3-(methylthio)phenyl)-4-(trifluoromethyl)benzamide ClC=1C(=CC(=C(C(=O)NC2=CC(=C(C=C2)F)SC)C1)OC1=C(C=C(C=C1)F)C)C(F)(F)F